C(CCCCCCCCCCCCCCC)(=O)OCC(OC(CCCCCCC\C=C/CCCCCCCC)=O)COC(CCCCCCCCCCCCCCC)=O 1-palmitoyl-2-oleoyl-3-palmitoyl-glycerol